3-(4-(5,8-dioxaspiro[3.4]oct-2-yl)phenyl)-2,6-bis(benzyloxy)pyridine methyl-7-benzyl-4-hydroxy-5,6,7,8-tetrahydro-1,7-naphthyridine-3-carboxylate COC(=O)C=1C=NC=2CN(CCC2C1O)CC1=CC=CC=C1.C1C(CC12OCCO2)C2=CC=C(C=C2)C=2C(=NC(=CC2)OCC2=CC=CC=C2)OCC2=CC=CC=C2